C(C)(C)(C)OC(=O)N1CCC2C1CCCN2 tert-butyloctahydro-1H-pyrrolo[2,3]pyridine-1-carboxylate